CN1C(C(CCC1=O)N1C(C2=CC=C(C=C2C1=O)NCC(=O)O)=O)=O (2-(1-methyl-2,6-dioxopiperidin-3-yl)-1,3-dioxoisoindolin-5-yl)glycine